4-((2S,5R)-2,5-diethyl-4-(1-(4-((4-methyl-3-oxopiperazin-1-yl)methyl)phenyl)ethyl)piperazin-1-yl)-1-methyl-2-oxo-1,2-dihydropyrido[3,2-d]pyrimidine-6-carbonitrile C(C)[C@@H]1N(C[C@H](N(C1)C(C)C1=CC=C(C=C1)CN1CC(N(CC1)C)=O)CC)C=1C2=C(N(C(N1)=O)C)C=CC(=N2)C#N